NC(=N)NNC(=N)N Biguanidin